COC(=O)N1CC(CC1C)NS(=O)(=O)C 5-methyl-3-(methylsulfonylamino)pyrrolidine-1-carboxylic acid methyl ester